ClC=1C=CC=C2N=CC(=NC12)C1OC1C=1OC(=CC1)[N+](=O)[O-] 8-chloro-2-(3-(5-nitrofuran-2-yl)oxiran-2-yl)quinoxaline